O1C(=CC=C1)C=1OC2=C(C(=CC(=C2C(C1)=O)OC)O)CC=C(C)C 2-(furan-2-yl)-7-hydroxy-5-methoxy-8-(3-methylbut-2-en-1-yl)-4H-chromen-4-one